(S)-Methyl 2-(3-((5-(((S)-1-(3-isopropoxyphenyl)ethyl)carbamoyl)-2,3-dimethyl-1H-indol-1-yl)methyl)-4-chlorophenoxy)propanoate C(C)(C)OC=1C=C(C=CC1)[C@H](C)NC(=O)C=1C=C2C(=C(N(C2=CC1)CC=1C=C(O[C@H](C(=O)OC)C)C=CC1Cl)C)C